Methylphosphoric triamide CNP(N)(N)=O